NC=1C2=C(N=CN1)N(C=C2)C2=CC=C(CNC(OC(C)(C)C)=O)C=C2 Tert-butyl (4-(4-amino-7H-pyrrolo[2,3-d]pyrimidin-7-yl)benzyl)carbamate